[1-(difluoromethyl)cyclopropyl]methylidene-2-methylpropane-2-sulfinamide FC(C1(CC1)C=CC(C)(S(=O)N)C)F